2-(4-(6-(4-Chloro-2-fluorobenzyloxy)pyridin-2-yl)benzyl)-1-(furan-2-ylmethyl)-1H-benzo[d]imidazole-6-carboxylic acid ClC1=CC(=C(COC2=CC=CC(=N2)C2=CC=C(CC3=NC4=C(N3CC=3OC=CC3)C=C(C=C4)C(=O)O)C=C2)C=C1)F